FC=1C=C2C(CC3(NC2=C(C1)F)CCN(CC3)C(=O)NCC3=CC(=CC=C3)CO)=O 6',8'-difluoro-N-(3-(hydroxymethyl)benzyl)-4'-oxo-3',4'-dihydro-1'h-spiro[piperidine-4,2'-quinoline]-1-carboxamide